D-2-chloro-9-(4-(1-isopropyl-4-(trifluoromethyl)-1H-imidazol-2-yl)benzyl)-7,9-dihydro-8H-purin-8-one ClC1=NC=C2NC(N(C2=N1)CC1=CC=C(C=C1)C=1N(C=C(N1)C(F)(F)F)C(C)C)=O